(adamantan-1-yl)-2-((2-oxo-6-(2,2,2-trifluoroethoxy)-1,2-dihydropyrimidin-4-yl)oxy)acetamide C12(CC3CC(CC(C1)C3)C2)C(C(=O)N)OC2=NC(NC(=C2)OCC(F)(F)F)=O